(2R)-2-methyl-(2R)-2-amino-6-(piperidin-1-yl)hexanoic acid methyl ester dihydrochloride Cl.Cl.COC([C@@](CCCCN1CCCCC1)(N)C)=O